C(C)N1C2=C([C@H]([C@@H](C1=O)NC(C1=CC(=CC=C1)C(F)(F)F)=O)C1=CC=C(C=C1)F)C(=NN2C2=CC=CC=C2)[C@@H]2OC2 |&1:5,6,o1:38| N-((4RS,5SR)-7-ethyl-4-(4-fluorophenyl)-3-((S*)-oxiran-2-yl)-6-oxo-1-phenyl-4,5,6,7-tetrahydro-1H-pyrazolo[3,4-b]pyridine-5-yl)-3-(trifluoromethyl)benzamide